(3-bromo-6-chloroimidazo[1,2-b]pyridazin-8-yl)-2-(methylsulfonyl)acetic acid methyl ester COC(C(S(=O)(=O)C)C=1C=2N(N=C(C1)Cl)C(=CN2)Br)=O